FC1(CN2C(OC1)=C(C(=N2)C2=CC=C(C=C2)F)C2=C1C(=NC(=N2)C)NN=C1)F 6,6-Difluoro-2-(4-fluorophenyl)-3-(6-methyl-1H-pyrazolo[3,4-d]pyrimidin-4-yl)-5,7-dihydropyrazolo[5,1-b][1,3]oxazine